ICCCCCCC=C 8-iodo-1-octene